tert-Butyl 6-fluoro-5-methyl-3-(4,4,5,5-tetramethyl-1,3,2-dioxaborolan-2-yl)-1H-indole-1-carboxylate FC1=C(C=C2C(=CN(C2=C1)C(=O)OC(C)(C)C)B1OC(C(O1)(C)C)(C)C)C